FC(C1=NC=CC(=N1)CC1CC2(CNC2)C1)(F)F 6-[[2-(trifluoromethyl)pyrimidin-4-yl]methyl]-2-azaspiro[3.3]-heptane